FC1(CCC(CC1)NC1=NC(=CC(=C1)OCC=1OC=CN1)N1N=C(C=C1C)C)F N-(4,4-difluorocyclohexyl)-6-(3,5-dimethyl-1H-pyrazol-1-yl)-4-(oxazol-2-ylmethoxy)pyridin-2-amine